[Rh](Cl)Cl rhodium(II) chloride